2-(8-bromo-6-(N-(1-cyanocyclopropyl)-N-(4-methoxybenzyl)sulfamoyl)imidazo[1,2-a]pyridine-3-Carbonyl)hydrazine-1-carboxylic acid tert-butyl ester C(C)(C)(C)OC(=O)NNC(=O)C1=CN=C2N1C=C(C=C2Br)S(N(CC2=CC=C(C=C2)OC)C2(CC2)C#N)(=O)=O